C12CN(CC(CC1)C2)C(=O)[O-] 3-azabicyclo[3.2.1]Octane-3-carboxylate